[Cl-].C(CCC)[N+](CCO)(CCCC)CCCC tributyl-(2-hydroxyethyl)ammonium chloride